COC(=O)C1(OC(C2(CCC(C(=C12)C)=O)C)C1=COC=C1)O methyl-3-(furan-3-yl)-1-hydroxy-3a,7-dimethyl-6-oxo-1,3,3a,4,5,6-hexahydroisobenzofuran-1-carboxylate